ClC=1C=C(C=C(C1OC1=CN(C(C(=C1)C)=O)C(C)C)Cl)N1N=C(C(NC1=O)=O)C(=O)O 2-(3,5-dichloro-4-((1-isopropyl-5-methyl-6-oxo-1,6-dihydropyridin-3-yl)oxy)phenyl)-3,5-dioxo-2,3,4,5-tetrahydro-1,2,4-triazine-6-carboxylic acid